molybdenum ammonia salt N.[Mo]